(S)-4-(4-chloro-3-fluorophenyl)-2,2-dimethyl-oxazolidine-3-carboxylic acid tert-butyl ester C(C)(C)(C)OC(=O)N1C(OC[C@@H]1C1=CC(=C(C=C1)Cl)F)(C)C